N-(2-(2-Hydroxy-5-isopropyl-4-methoxybenzoyl)-6-methyl-1,2,3,4-tetrahydroisoquinolin-7-yl)-N-methylacrylamide OC1=C(C(=O)N2CC3=CC(=C(C=C3CC2)C)N(C(C=C)=O)C)C=C(C(=C1)OC)C(C)C